(S)-(+)-3-piperidinecarboxylic acid ethyl ester CCOC(=O)[C@H]1CCCNC1